ClC1=CC=C(C=C1)C=1N=C2N(C=CC=N2)C1CN1CC2CCC(C1)N2C(=O)N(CC)CC 3-{[2-(4-chlorophenyl)imidazo[1,2-a]pyrimidin-3-yl]methyl}-N,N-diethyl-3,8-diazabicyclo[3.2.1]octane-8-carboxamide